O1-tert-butyl-(2S)-4-hydroxypyrrolidine-1,2-dicarboxylic acid O2-[7-(2-octyldecanoyloxy) heptyl] ester C(CCCCCCC)C(C(=O)OCCCCCCCOC(=O)[C@H]1N(CC(C1)O)C(=O)OC(C)(C)C)CCCCCCCC